(E)-4-{[3-(3-chloro-10,11-dihydro-5H-dibenzo[b,f]azepin-5-yl)propyl]amino}-N-methyl-but-2-enamide hydrochloride Cl.ClC=1C=CC2=C(N(C3=C(CC2)C=CC=C3)CCCNC/C=C/C(=O)NC)C1